C(C[C@@H](C(=O)O)N)[C@H](CN)OP(=O)(O)O The molecule is the 5-phosphonooxy derivative of L-lysine having erythro-stereochemistry. It is an O-phosphoamino acid, a non-proteinogenic L-alpha-amino acid and a L-lysine derivative. It is a conjugate acid of an erythro-5-phosphonatoooxy-L-lysinium(1-).